(5-hydroxy-1-methyl-1H-pyrazol-4-yl)(3,3,4-trimethyl-1,1-dioxido-2,3-dihydro-1-benzothiophen-5-yl)methanone 1-amino-4-[2-anthracenylamino]-9,10-dioxo-9,10-dihydroanthracene-2-sulfonate NC1=C(C=C(C=2C(C3=CC=CC=C3C(C12)=O)=O)NC1=CC2=CC3=CC=CC=C3C=C2C=C1)S(=O)(=O)O.OC1=C(C=NN1C)C(=O)C=1C=CC2=C(C(CS2(=O)=O)(C)C)C1C